C(CCCC)C=1C=C(C=2C3C(COC2C1)CCC=C3)O 3-pentyl-6a,7,8,10a-tetrahydro-6H-benzo[c]chromen-1-ol